3-bromo-6-[(1R)-1-methylbut-3-enyloxy]-5-(trifluoromethyl)pyridine-2-carboxylic acid methyl ester COC(=O)C1=NC(=C(C=C1Br)C(F)(F)F)O[C@@H](CC=C)C